C(C)OC(=O)C1=CC=C(C=C1)C1=CC(=CC=C1)S(NC(=O)C=1NC2=CC=C(C=C2C1)SC1=CC=C(C=C1)F)(=O)=O 3'-(N-(5-((4-fluorophenyl)thio)-1H-indole-2-carbonyl)sulfamoyl)-[1,1'-biphenyl]-4-carboxylic acid ethyl ester